FC1=CC=CC(=N1)OCC1=CC=C(CC2=NOC(=C2)C=2C(=NC=CC2)N)C=C1 3-(3-(4-(((6-fluoropyridin-2-yl)oxy)methyl)benzyl)isoxazol-5-yl)pyridin-2-amine